(R)-N-(7-(4-amino-1-(piperidin-3-yl)-1H-pyrazolo[3,4-d]pyrimidin-3-yl)benzo[d][1,3]dioxol-4-yl)-2-naphthamide NC1=C2C(=NC=N1)N(N=C2C2=CC=C(C1=C2OCO1)NC(=O)C1=CC2=CC=CC=C2C=C1)[C@H]1CNCCC1